1-octyl-2,3-dimethylimidazolium C(CCCCCCC)N1C(=[N+](C=C1)C)C